9-(6-bromopyridin-2-yl)-9H-carbazole BrC1=CC=CC(=N1)N1C2=CC=CC=C2C=2C=CC=CC12